ClC1=C(C(=CC=C1)F)NC(C1=C(C=C(C(=C1)F)C1=NC(=C(C=C1)F)CO)O[C@H](C(F)(F)F)C)=O (S)-N-(2-Chloro-6-fluorophenyl)-5-fluoro-4-(5-fluoro-6-(hydroxymethyl)pyridin-2-yl)-2-((1,1,1-trifluoropropan-2-yl)oxy)benzamide